4-{[(2S,6R)-6-(6-benzoylaminopurine-9-yl)-4-tritylmorpholin-2-yl]methoxy}-4-oxobutanoic acid C(C1=CC=CC=C1)(=O)NC1=C2N=CN(C2=NC=N1)[C@@H]1O[C@@H](CN(C1)C(C1=CC=CC=C1)(C1=CC=CC=C1)C1=CC=CC=C1)COC(CCC(=O)O)=O